CN1N=C(C=2C1=NN=C(C2)C=2C(NC(NC2)=O)=O)O[C@@H](C(F)(F)F)C2=CC=CC=C2 5-[1-methyl-3-[(1R)-2,2,2-trifluoro-1-phenyl-ethoxy]pyrazolo[3,4-c]pyridazin-5-yl]-1H-pyrimidine-2,4-dione